1-(3-Ethyl-1-(piperidin-4-yl)-1H-indol-5-yl)dihydropyrimidine-2,4(1H,3H)-dione C(C)C1=CN(C2=CC=C(C=C12)N1C(NC(CC1)=O)=O)C1CCNCC1